C(C(=C)C)(=O)OCCCN(CC(=O)[N-]S(=O)(=O)C1=CC=CC=C1)C [2-((2-(methacryloyloxy)ethyl)dimethylamino)acetyl](benzenesulfonyl)amide